3-(((2-Methyl-6-(3-methyl-4-(((4-(pyridin-2-yl)pyrimidin-2-yl)amino)methyl)isoxazol-5-yl)pyridin-3-yl)oxy)methyl)cyclopentan CC1=NC(=CC=C1OCC1CCCC1)C1=C(C(=NO1)C)CNC1=NC=CC(=N1)C1=NC=CC=C1